FC1(CC2(C1)C[C@@H](N(CC2)CC2=C1C=CNC1=C(C=C2OC)C)C2=CC=C(C(=O)NC)C=C2)F (R)-4-(2,2-difluoro-7-((5-methoxy-7-methyl-1H-indol-4-yl)methyl)-7-azaspiro[3.5]nonan-6-yl)-N-methylbenzamide